C1=C(C=CC=2C3=CC=CC=C3C=CC12)N Phenanthrene-2-Amine